2-(3-fluorophenyl)-3-((S)-6-(methoxycarbonyl)-3-((trans)-4-methoxycyclohexyl)-7-methyl-6,7,8,9-tetrahydro-3H-imidazo[4,5-f]quinolin-2-yl)propanoic acid FC=1C=C(C=CC1)C(C(=O)O)CC=1N(C=2C(=C3CC[C@@H](N(C3=CC2)C(=O)OC)C)N1)[C@@H]1CC[C@H](CC1)OC